O=C1NC(CCC1N1C(C2=CC=C(C=C2C1=O)OCCCCCCOC1=NC=CC(=C1)OC1CC(C1)OC1=NC=C(C=C1)C=1C=CC=2C3=C(N(C2C1)C)C=CN=C3)=O)=O 2-(2,6-dioxopiperidin-3-yl)-5-((6-((4-((1r,3r)-3-((5-(5-methyl-5H-pyrido[4,3-b]indol-7-yl)pyridin-2-yl)oxy)cyclobutoxy)pyridin-2-yl)oxy)hexyl)oxy)isoindoline-1,3-dione